C(CCCCC\C=C/CCCCCC)=O (Z)-tetradeca-7-en-1-aldehyde